BrN1C(=O)N(C(=O)C1(C)C)Br N,N'-dibromo-5,5-dimethylhydantoin